(R)-N-(4-(4-(2-(4,4-difluoropiperidin-1-yl)-6-methylpyrimidin-4-yl)-1H-pyrazol-1-yl)-3-(6-Azaspiro[2.5]octane-6-yl)phenyl)-1-hydroxypropane-2-sulfonamide FC1(CCN(CC1)C1=NC(=CC(=N1)C=1C=NN(C1)C1=C(C=C(C=C1)NS(=O)(=O)[C@@H](CO)C)N1CCC2(CC2)CC1)C)F